4-trifluoromethyl-nicotinonitrile FC(C1=CC=NC=C1C#N)(F)F